phenylpropanol hydrochloride Cl.C1(=CC=CC=C1)C(CC)O